C1(CC1)NCC1=C(C=C2C(C3=C(N4C2=C1OCC4)CN4C(C1=C(C=C43)[C@@](C(OC1)=O)(O)CC)=O)=O)F (S)-4-((cyclopropylamino)methyl)-9-ethyl-5-fluoro-9-hydroxy-1,2,12,15-tetrahydro-7H,13H-[1,4]oxazino[2,3,4-ij]pyrano[3',4':6,7]indolizino[2,1-b]quinoline-7,10,13(9H)-trione